[7-(dimethylamino)phenothiazin-3-ylidene]-dimethylazainine CN(C=1C=C2SC3=CC(C=CC3=NC2=CC1)=CC1=NC=CC=C1C)C